[C@@H]12N(C[C@@H](NC1)C2)C=2C(=CC=1N=CN=C(C1N2)NC2=C(C(=C(C=C2)OC[C@@H]2OCCC2)F)F)F 6-[(1S,4S)-2,5-diazabicyclo[2.2.1]heptan-2-yl]-N-[2,3-difluoro-4-[[(2R)-tetrahydrofuran-2-yl]methoxy]phenyl]-7-fluoro-pyrido[3,2-d]pyrimidin-4-amine